OC=1C=C(C=CC1O)CCCC=C(C(=O)N)C 3,4-dihydroxyphenylpropyl-methacrylamide